[O-2].[Y+3].[O+2] oxygen Yttrium oxide